2-[[4-(cyclopropoxy)phenyl]methylamino]-5-propyl-4H-[1,2,4]triazolo[1,5-a]pyrimidin-7-one C1(CC1)OC1=CC=C(C=C1)CNC1=NN2C(NC(=CC2=O)CCC)=N1